N1CC(C1)C=1C=CC=2N(C1)N=CC2C2=NC(=NC=C2Cl)N[C@H]2[C@@H](COCC2)O (3S,4R)-4-((4-(6-(azetidin-3-yl)pyrazolo[1,5-a]pyridin-3-yl)-5-chloropyrimidin-2-yl)amino)tetrahydro-2H-pyran-3-ol